N-Pentylpyridinium methansulfonat CS(=O)(=O)[O-].C(CCCC)[N+]1=CC=CC=C1